(R)-2-(5-fluoro-2-hydroxyphenyl)-4,5-dihydrothiazole-4-carbaldehyde FC=1C=CC(=C(C1)C=1SC[C@H](N1)C=O)O